C(C)C1=C(N=C(C(=N1)C(=O)N)NC1=CC(=CC=C1)C#CCCNC(C#C)=O)NC1CCOCC1 6-ethyl-3-((3-(4-propiolamidobut-1-yn-1-yl)phenyl)amino)-5-((tetrahydro-2H-pyran-4-yl)amino)pyrazine-2-carboxamide